ClCCOC=1C=C(C#N)C=CC1OCCCl 3,4-bis(2-chloroethoxy)benzonitrile